2-((1S,6S)-6-aminocyclohex-3-en-1-yl-2,2,3,4,5,5-d6)-3,5-dichloro-N-(furan-2-ylmethyl)thieno[3,2-b]pyridin-7-amine N[C@H]1C(C(=C(C([C@@H]1C1=C(C2=NC(=CC(=C2S1)NCC=1OC=CC1)Cl)Cl)([2H])[2H])[2H])[2H])([2H])[2H]